ClC1=NC(=CC(=C1)C=1C=NC(=NC1)N)Cl 5-(2,6-dichloropyridin-4-yl)pyrimidin-2-amine